C(CCCC(C(=O)NCCCNC(CCC(N(C)O)=O)=O)CC(=O)N(O)C)C(C(=O)NCCCNC(CCC(=O)N(C)O)=O)CC(=O)N(C)O (butane-1,4-diyl)bis(N4-hydroxy-N1-(3-(4-(hydroxy(methyl)amino)-4-oxobutanamido)propyl)-N4-methylsuccinamide)